3-(trimethylsilyl)propyl isocyanate C[Si](CCCN=C=O)(C)C